S(OC1=CC(=CC=C1)C1=NN(C=C1)C1C(NC(CC1)=O)=O)(=O)(=O)F 3-(1-(2,6-dioxopiperidin-3-yl)-1H-pyrazol-3-yl)phenyl sulfurofluoridate